N(=[N+]=[N-])CCOCCOCCC(=O)NCC1=CC(=C(C=C1)CO)[N+](=O)[O-] 3-(2-(2-azidoethoxy)ethoxy)-N-(4-(hydroxymethyl)-3-nitrobenzyl)propanamide